FC1(CCC2=C1N=C(N=C2/C(/N)=N/O)SC)F (Z)-7,7-difluoro-N'-hydroxy-2-(methylthio)-6,7-dihydro-5H-cyclopenta[d]pyrimidine-4-carboximidamide